[2,3-difluoro-4-(fluoromethoxy)phenyl]-1-methyl-imidazole-2-carboxamide FC1=C(C=CC(=C1F)OCF)C=1N=C(N(C1)C)C(=O)N